(2S,3R,5R)-3-(((2-(2-hydroxy-3-methylbenzoyl)hydrazinecarbonyl)oxy)methyl)-3-methyl-7-oxo-4-thia-1-azabicyclo[3.2.0]heptane-2-carboxylic acid 4,4-dioxide OC1=C(C(=O)NNC(=O)OC[C@]2([C@@H](N3C(C[C@H]3S2(=O)=O)=O)C(=O)O)C)C=CC=C1C